CS(=O)(=O)C=1C=C2C(=NC=NC2=CC1C1=C(C=CC(=N1)N)C(F)(F)F)N1CCNCC1 6-(6-methylsulfonyl-4-piperazin-1-yl-quinazolin-7-yl)-5-(trifluoromethyl)pyridin-2-amine